(R)-6-(4-cyanophenyl)-N-(1-cyanopyrrolidin-3-yl)imidazo[1,2-a]pyridine-2-carboxamide C(#N)C1=CC=C(C=C1)C=1C=CC=2N(C1)C=C(N2)C(=O)N[C@H]2CN(CC2)C#N